1-(4-(2,6-dimethylmorpholino)-2-methylphenyl)cyclohexane-1,2-diamine CC1OC(CN(C1)C1=CC(=C(C=C1)C1(C(CCCC1)N)N)C)C